N-[3-(6-chloro-1,3-benzoxazol-2-yl)-1-bicyclo[1.1.1]pentanyl]-5-(methylsulfonylmethyl)furan-2-carboxamide ClC1=CC2=C(N=C(O2)C23CC(C2)(C3)NC(=O)C=3OC(=CC3)CS(=O)(=O)C)C=C1